N-[6-chloro-2-[4-(hydroxymethyl)cyclohexyl]indazol-5-yl]-6-(trifluoromethyl)pyridine-2-carboxamide ClC=1C(=CC2=CN(N=C2C1)C1CCC(CC1)CO)NC(=O)C1=NC(=CC=C1)C(F)(F)F